COC1=CC=C(C(=N1)C(C=O)(C)C)[N+](=O)[O-] (6-methoxy-3-nitropyridin-2-yl)-2-methylpropionaldehyde